COC1=C(C=CC(=C1)C)C1=C2C(=C(N=N1)N[C@H]1CN(CCC1)C(=O)OC(C)(C)C)C=NC=C2 Tert-butyl (R)-3-((1-(2-methoxy-4-methylphenyl)pyrido[3,4-d]pyridazin-4-yl)amino)piperidine-1-carboxylate